2-{6-[(3R)-3-(cyclobutylamino)pyrrolidin-1-yl]pyridazin-3-yl}-5-(6-methoxypyridazin-4-yl)phenol C1(CCC1)N[C@H]1CN(CC1)C1=CC=C(N=N1)C1=C(C=C(C=C1)C1=CN=NC(=C1)OC)O